N,N,N-trimethylmethanaminium iodide C[N+](C)(C)C.[I-]